COCC(C)OC(C)=O acetic acid (2-methoxy-1-methylethyl) ester